C(C1CO1)OCC=1C=C(C=C)C=C(C1)COCC1CO1 3,5-bis(glycidoxymethyl)styrene